3-methylpyridine-2-carbaldehyde CC=1C(=NC=CC1)C=O